ClC1=CC=CC(=N1)CNC1=C2N=CN(C2=NC(=N1)C=1C=NC=C(C1)F)[C@H]1[C@@H]([C@@H]([C@H](O1)C(=O)NC)O)O (2S,3S,4R,5R)-5-(6-(((6-chloropyridin-2-yl)methyl)amino)-2-(5-fluoropyridin-3-yl)-9H-purin-9-yl)-3,4-dihydroxyl-N-methyltetrahydrofuran-2-carboxamide